CN (2S)-N-methyl-amine